NCCCCCCN/C(=N/C(C1=CC=CC=C1)=O)/NC(C1=CC=CC=C1)=O (Z)-N-(N-(6-aminohexyl)-N'-benzoylcarbamimidoyl)benzamide